COC(=O)C1=CC(=NC=C1)CO 2-(hydroxymethyl)pyridine-4-carboxylic acid methyl ester